O[C@@H]1[C@H](OC([C@H]([C@H]1O)O)OC1=CC=C(C=C1)OC)CCP(O)(=O)CC#C[Si](C)(C)C 2-[(2R,3S,4S,5S)-3,4,5-trihydroxy-6-(4-methoxyphenoxy)tetrahydropyran-2-yl]ethyl-(3-trimethylsilylprop-2-ynyl)phosphinic acid